O1C(CCC1)NS(N)(=O)=O N-(R)-TETRAHYDROFURAN-2-YL-SULFURIC DIAMIDE